1-cyclopropyl-N-[2,4-difluoro-3-[5-[4-(4-formyl-1-piperidyl)phenyl]-1H-pyrrolo[2,3-b]pyridine-3-carbonyl]phenyl]methanesulfonamide C1(CC1)CS(=O)(=O)NC1=C(C(=C(C=C1)F)C(=O)C1=CNC2=NC=C(C=C21)C2=CC=C(C=C2)N2CCC(CC2)C=O)F